2-[(3S,4R)-4-[3-(2,4-dioxohexahydropyrimidin-1-yl)-1-methyl-indazol-6-yl]-3-fluoro-1-piperidinyl]acetic acid tert-butyl ester C(C)(C)(C)OC(CN1C[C@H]([C@H](CC1)C1=CC=C2C(=NN(C2=C1)C)N1C(NC(CC1)=O)=O)F)=O